FC1=CC=C2C(NC(=NC2=C1)CSC1CCN(CC1)C(=O)OC(C)(C)C)=O tert-Butyl 4-(((7-fluoro-4-oxo-3,4-dihydroquinazolin-2-yl)methyl)thio)piperidine-1-carboxylate